N,N-dimethyl-phenylurea CN(C(=O)NC1=CC=CC=C1)C